BrC1=CC=C(C=C1)C1=C(C#N)C(=CC(=N1)C1=C(C=CC=C1Cl)Cl)Cl 2-(4-bromophenyl)-4-chloro-6-(2,6-dichlorophenyl)nicotinonitrile